(E)-2-(4-(6-chloro-7-(2-fluorophenyl)quinazolin-4-yl)piperazine-1-carbonyl)-4-methylpent-2-enenitrile ClC=1C=C2C(=NC=NC2=CC1C1=C(C=CC=C1)F)N1CCN(CC1)C(=O)\C(\C#N)=C\C(C)C